FCCCCN(C(=O)OCC1=C(C=NN1C)C1=NC=C(C(=N1)C)OC1CCCCC1)C (1S,3S)-3-((2-(5-((((4-Fluorobutyl)(methyl)carbamoyl)oxy)methyl)-1-methyl-1H-pyrazol-4-yl)-4-methylpyrimidin-5-yl)oxy)cyclohexan